2-hydroperoxytetrahydro-2H-pyran O(O)C1OCCCC1